N-[2-({[2-(1-benzothiophen-3-yl)-9-(propan-2-yl)-9H-purin-6-yl]amino}methyl)propyl]acetamide S1C=C(C2=C1C=CC=C2)C2=NC(=C1N=CN(C1=N2)C(C)C)NCC(CNC(C)=O)C